FC(CN1N=C2N=C(C=CC2=C1)C1=C(C=C(C=C1C)C(F)(F)F)O)(CO)F 2-[2-(2,2-difluoro-3-hydroxy-propyl)pyrazolo[3,4-b]pyridin-6-yl]-3-methyl-5-(trifluoromethyl)phenol